C1(CC1)C1=C(C=CC=C1CC(=O)N[C@H]1C(CCC[C@@H]1OC1CCN(CC1)C(C)C)(F)F)C1=CC(=CC(=C1)CO)F 2-(2-cyclopropyl-3'-fluoro-5'-(hydroxymethyl)-[1,1'-biphenyl]-3-yl)-N-((1R,6S)-2,2-difluoro-6-((1-isopropylpiperidin-4-yl)oxy)cyclohexyl)acetamide